S1C=NC2=C1C(=CC=C2)S(=O)(=O)CCC(=O)N2CCN(CC2)C2=CC(=NC=C2)C#N 4-(4-(3-(benzo[d]thiazol-7-ylsulfonyl)propanoyl)piperazin-1-yl)picolinonitrile